2,2'-bis(trifluoromethyl)-4,4-diaminobiphenyl FC(C1=C(C=CC(C1)(N)N)C1=C(C=CC=C1)C(F)(F)F)(F)F